NC=1SC=C(N1)CC(=O)NC1=CC=C(C=C1)CCNC[C@@H](C1=CC=CC=C1)O (R)-2-(2-aminothiazol-4-yl)-4'-[2-[(2-hydroxy-2-phenylethyl)amino]ethyl]-acetanilide